ClC=1C(=CC=C2C=CC=C(C12)C1=NC=C2C(=C(C=NC2=C1F)F)N1CCN(CC1)C(=O)OC(C)(C)C)F tert-butyl 4-(7-(8-chloro-7-fluoronaphthalen-1-yl)-3,8-difluoro-1,6-naphthyridin-4-yl)piperazine-1-carboxylate